(R)-benzyl 2-(((benzyloxy)carbonyl)amino)-3-(3-(1-ethyl-4-methyl-1H-pyrazol-5-yl)-5-fluorobenzamido)propanoate C(C1=CC=CC=C1)OC(=O)N[C@@H](C(=O)OCC1=CC=CC=C1)CNC(C1=CC(=CC(=C1)F)C1=C(C=NN1CC)C)=O